(1R,3S)-3-(1-(tert-butyl)-5-(2-(3-methyl-2-carbonyl-2,3-dihydrobenzo[d]oxazol-5-yl)acetamido)-1H-pyrazol-3-yl)cyclopentylbicyclo[1.1.1]pentan-1-ylcarbamate C(C)(C)(C)N1N=C(C=C1NC(CC=1C=CC2=C(N(C(O2)=C=O)C)C1)=O)[C@@H]1C[C@@H](CC1)N(C([O-])=O)C12CC(C1)C2